3-pyrazolon N1NC(=O)C=C1